COC(=O)C1=CC2=C(C3=C(N=C(N=C3NCCCN3CCCCC3)CC3=C(C=CC=C3)C)N2)N=C1 2-(2-Methylbenzyl)-4-((3-(piperidin-1-yl)propyl)amino)-9H-pyrido[2',3':4,5]pyrrolo[2,3-d]pyrimidine-7-carboxylic acid methyl ester